2-deoxyribose 1-phosphate C1[C@@H]([C@H](O[C@@H]1OP(=O)(O)O)CO)O